N-(2-(1-cyclopropyl-2-hydroxy-2-methylpropyl)-3-oxoisoindolin-4-yl)-2-methoxy-3,5-dimethylisonicotinamide C1(CC1)C(C(C)(C)O)N1CC2=CC=CC(=C2C1=O)NC(C1=C(C(=NC=C1C)OC)C)=O